sodium 4-[(E)-(2-acetoxy-4-ethyl-phenyl) azo]-benzenesulfonate C(C)(=O)OC1=C(C=CC(=C1)CC)\N=N\C1=CC=C(C=C1)S(=O)(=O)[O-].[Na+]